6-Chloro-3-[[(1R)-1-[2-(5-fluoro-2-pyridyl)-3,6-dimethyl-4-oxo-chromen-8-yl]ethyl]amino]pyridine-2-carbonitrile ClC1=CC=C(C(=N1)C#N)N[C@H](C)C=1C=C(C=C2C(C(=C(OC12)C1=NC=C(C=C1)F)C)=O)C